BrC=1C=C(C=CC1F)NC1=C(C=CC=C1)C(C)C N-(3-bromo-4-fluorophenyl)-2-isopropylaniline